TRANS-8-(dimethylamino)-8-(1-methyl-1H-benzo[d]imidazol-2-yl)-1,3-diazaspiro[4.5]decan-2-one CN(C1(CCC2(CNC(N2)=O)CC1)C1=NC2=C(N1C)C=CC=C2)C